C(CCCO)O (s)-1,4-butanediol